COC=1C2=C(N=C(N1)N[C@@H]1CCC(N(C1)C)=O)NC=C2C2=CC=1N(C=C2)N=CC1 (R)-5-((4-methoxy-5-(pyrazolo[1,5-a]pyridin-5-yl)-7H-pyrrolo[2,3-d]pyrimidin-2-yl)amino)-1-methylpiperidin-2-one